N-acryloyltyramine C(C=C)(=O)NCCC1=CC=C(C=C1)O